FC1(CC(C1)(C(=O)O)C1=CC(=CC=C1)CCC(=O)OC)F 3,3-difluoro-1-(3-(3-methoxy-3-oxopropyl)phenyl)cyclobutane-1-carboxylic acid